2-fluoro-2,3-dihydro-1H-inden-1-one FC1C(C2=CC=CC=C2C1)=O